lithium dimethylaminon-hexane tert-butyl-(tert-butoxycarbonyl)(7-(5-chloro-2,3-difluorophenyl)-[1,2,4]triazolo[1,5-a]pyridin-2-yl)carbamate C(C)(C)(C)C1=CC(=CC=2N1N=C(N2)N(C([O-])=O)C(=O)OC(C)(C)C)C2=C(C(=CC(=C2)Cl)F)F.CN(C)CCCCCC.[Li+]